C(CCCCCCCCCCCCCCCCCCCCC)OCC n-docosylethyl ether